(S)-N-((R)-1-(3-chloro-2-fluoropyridin-4-yl)pent-4-en-1-yl)-2-methylpropane-2-sulfinamide ClC=1C(=NC=CC1[C@@H](CCC=C)N[S@@](=O)C(C)(C)C)F